3-(3-(4-(5-chloro-4-(((R)-1-(2,4-dichlorophenyl)ethyl)amino)pyrimidin-2-yl)-3,6-dihydropyridin-1(2H)-yl)piperidin-1-yl)propanoic acid ClC=1C(=NC(=NC1)C=1CCN(CC1)C1CN(CCC1)CCC(=O)O)N[C@H](C)C1=C(C=C(C=C1)Cl)Cl